CN(C([S-])=S)C.[Cu+2].CN(C([S-])=S)C copper N,N-dimethyldithiocarbamate